FC1(CC(C1)(C)CN1N=C(C(=C1C(=O)NC1=CC(=CC=C1)S(=O)(=N)C)C(F)F)C12C(C(C1)C2)(F)F)F 1-((3,3-difluoro-1-methylcyclobutyl)methyl)-3-(2,2-difluorobicyclo[1.1.1]pentan-1-yl)-4-(difluoromethyl)-N-(3-(S-methylsulfonimidoyl)phenyl)-1H-pyrazole-5-carboxamide